N,N-dibenzyl-2-chloroethane-1-amine, hydrochloride Cl.C(C1=CC=CC=C1)N(CCCl)CC1=CC=CC=C1